OC=1C=C(C=CC1OC)/C=C/C(=O)C1=CC=C(C=C1)NS(=O)(=O)C1=CC=C(C=C1)C N-[4-[(E)-3-(3-Hydroxy-4-methoxy-phenyl)acryloyl]phenyl]-4-methyl-benzenesulfonamide